(S)-6-(3-chlorobenzyl)-3-(((1,4-dihydroquinazolin-2-yl)thio)methyl)-5,6-dihydroimidazo[2,1-b]thiazole ClC=1C=C(C[C@@H]2N=C3SC=C(N3C2)CSC=2NC3=CC=CC=C3CN2)C=CC1